C(#N)C1=CC=C(C2=C1CCO2)C2C(=C(NC1=C(C=NC(=C21)OCC)C)C)C(=O)N 4-(4-cyano-2,3-dihydrobenzofuran-7-yl)-5-ethoxy-2,8-dimethyl-1,4-dihydro-1,6-Naphthyridine-3-carboxamide